1H-peryleno[1,12-efg]isoindole-1,3(2H)-dione C1(NC(C2=C3C4=C5C(=C12)C=CC1=CC=CC(C2=CC=CC(C=C3)=C24)=C15)=O)=O